C(C)(C)(C)OC(=O)N1CC2(CCCC2)C(CC1)(COS(=O)(=O)C1=CC=C(C)C=C1)F 10-fluoro-10-((tosyloxy)methyl)-7-azaspiro[4.5]Decane-7-carboxylic acid tert-butyl ester